N-((2R,3R,4R,5S,6R)-6-((7H-purin-6-yl)amino)-4,5-dihydroxy-2-(hydroxymethyl)tetrahydro-2H-pyran-3-yl)-2-aminoacetamide N1=CN=C2N=CNC2=C1N[C@H]1[C@H]([C@@H]([C@H]([C@@H](O1)CO)NC(CN)=O)O)O